ONC(C1=CC=C(C=C1)CNC=1C=CC=C2C=CC=NC12)=O N-hydroxy-4-((quinolin-8-ylamino)methyl)benzamide